3,6-dibromo-2-(p-tolyl)imidazo[1,2-a]pyridine BrC1=C(N=C2N1C=C(C=C2)Br)C2=CC=C(C=C2)C